NC1CCC2(CN(C2)C(=O)OC(C)(C)C)CC1 tert-butyl 7-amino-2-azaspiro[3.5]nonane-2-carboxylate